N[C@@H]1CN(CC1)CC1=CC=2C(=CN=C(C2C2=CC(=C(C#N)C=C2)F)C=2C=C3C=NN(C3=CC2)C)N1C (S)-4-(2-((3-aminopyrrolidin-1-yl)methyl)-5-(1-methyl-1H-indazol-5-yl)-1-methyl-1H-pyrrolo[2,3-c]pyridin-4-yl)-2-fluorobenzonitrile